ethyl 2-bromo-4-(methylamino)-5-nitrobenzoate BrC1=C(C(=O)OCC)C=C(C(=C1)NC)[N+](=O)[O-]